(3S)-3-(((benzyloxy)carbonyl)amino)-5-fluoro-3-methylazepan-1-carboxylic acid tert-butyl ester C(C)(C)(C)OC(=O)N1C[C@@](CC(CC1)F)(C)NC(=O)OCC1=CC=CC=C1